Dinonyl 4,4'-((4-((2-hydroxyethyl)(4-oxo-4-(undecanyloxy)butyl)amino)butyl)azepinediyl)dibutyrate OCCN(CCCCC=1C(=C(NC=CC1)CCCC(=O)OCCCCCCCCC)CCCC(=O)OCCCCCCCCC)CCCC(OCCCCCCCCCCC)=O